4-(4-(pyrrolidin-1-ylmethyl)benzyl)quinoline-3,4-diamine N1(CCCC1)CC1=CC=C(CC2(C(C=NC3=CC=CC=C23)N)N)C=C1